O1C(CCCC1)OC1=CC=C(C=C1)/C=C/C(=O)C1=CC=C(C=C1)C1=CC=CC=C1 (E)-3-[4-(Oxan-2-yloxy)phenyl]-1-(4-phenylphenyl)prop-2-en-1-one